FC(C1=NC(=NO1)C=1C=C2CC[C@H](C2=CC1)NC(=O)C1=CC(=NN1C)C)F (R)-N-(5-(5-(difluoromethyl)-1,2,4-oxadiazol-3-yl)-2,3-dihydro-1H-inden-1-yl)-1,3-dimethyl-1H-pyrazole-5-carboxamide